5-methylthiophene-2-carboxylate CC1=CC=C(S1)C(=O)[O-]